N=1C=NN2C1C=CC(=C2)C=2C=CN1N=C(N=C(C12)OC)N[C@@H]1C(N(CC1)C)=O (S)-3-((5-([1,2,4]triazolo[1,5-a]pyridin-6-yl)-4-methoxypyrrolo[2,1-f][1,2,4]triazin-2-yl)amino)-1-methylpyrrolidin-2-one